6-(4-methoxybenzyl)-8-(morpholin-4-yl)-2-phenyl-2,6-dihydroimidazo[1,2-c]pyrido[2,3-e]pyrimidin-5(3H)-one COC1=CC=C(CN2C(N3C(C4=C2C=C(C=N4)N4CCOCC4)=NC(C3)C3=CC=CC=C3)=O)C=C1